BrC1=C2C=CN=C(C2=CC=C1)CC 5-Bromo-1-ethylisoquinoline